3-(4-cyclopropylpiperazin-1-yl)-1-(6-fluoro-4-(4-fluorophenyl)-3,4-dihydroquinoxalin-1(2H)-yl)propan-1-one C1(CC1)N1CCN(CC1)CCC(=O)N1CCN(C2=CC(=CC=C12)F)C1=CC=C(C=C1)F